(5-(piperazin-1-yl)pyridin-2-yl)amino-8-(piperidin-1-yl)pyrido[3,4-d]pyrimidine-6-carboxylic acid N1(CCNCC1)C=1C=CC(=NC1)NC=1N=CC2=C(N1)C(=NC(=C2)C(=O)O)N2CCCCC2